C(C)(C)(C)OC(=O)N1CCC(CC1)C1=CC=C(C=C1)NC1=C(C=CC(=C1)Cl)[N+](=O)[O-] 4-(4-((5-chloro-2-nitrophenyl)amino)phenyl)piperidine-1-carboxylic acid tert-butyl ester